CN1NN(CC(=C1)C)C 1,3,5-trimethyltriazine